bis((2-oxo-1,3-dioxolan-4-yl) methyl) dipropionate C(CC)(=O)OCC1OC(OC1)=O.C(CC)(=O)OCC1OC(OC1)=O